CC(C)(OCCO)C=1C=CC=2N(C1)N=CC2 2-(1-methyl-1-pyrazolo[1,5-a]pyridin-6-yl-ethoxy)ethanol